OC1=C(C(C)(C)C=2C=C(C=C(C2)N2N=C3C(=N2)C=CC=C3)C(C)(C)C3=CC=CC=C3)C=CC=C1 2-(2'-hydroxy-3',5'-dicumylphenyl)benzotriazol